Silastatine N[Si@@H](CC(C)C)[C@@H](O)CC(O)=O